N-(6-amino-5-ethyl-3-pyridyl)-2-oxo-2-[(2R,5S)-5-methyl-2-(2-tetrahydropyran-4-ylindazol-6-yl)-1-piperidyl]acetamide NC1=C(C=C(C=N1)NC(C(N1[C@H](CC[C@@H](C1)C)C=1C=CC2=CN(N=C2C1)C1CCOCC1)=O)=O)CC